C(C)(C)NC1=C(C=NC(=C1)NC1=NC(=NC=C1)C=1C=NN(C1)C)C1=NC(=CC=C1)C#N 4'-(isopropylamino)-6'-((2-(1-methyl-1H-pyrazol-4-yl)pyrimidin-4-yl)amino)-[2,3'-bipyridine]-6-carbonitrile